O=C1NC(CCC1N1C(C2=CC=C(C=C2C1)N1CCN(CC1)C(=O)OC(C)(C)C)=O)=O t-butyl 4-(2-(2,6-dioxopiperidin-3-yl)-1-oxoisoindolin-5-yl)piperazine-1-carboxylate